trans-tert-butyl 4-acetyl-3-(3-bromo-5-chloro-2-fluorophenyl)-2-methylpiperazine-1-carboxylate C(C)(=O)N1[C@H]([C@@H](N(CC1)C(=O)OC(C)(C)C)C)C1=C(C(=CC(=C1)Cl)Br)F